N-[5-[2-chloro-6-(1-hydroxy-1-methyl-ethyl)-4-pyridinyl]-4-(3-cyanophenyl)thiazol-2-yl]-2-oxa-6-azaspiro[3.3]heptane-6-carboxamide ClC1=NC(=CC(=C1)C1=C(N=C(S1)NC(=O)N1CC2(COC2)C1)C1=CC(=CC=C1)C#N)C(C)(C)O